The molecule is a third-generation cephalosporin antibiotic bearing pyridinium-1-ylmethyl and {[(2Z)-2-(2-amino-1,3-thiazol-4-yl)-2-{[(2-carboxypropan-2-yl)oxy]imino}acetamido groups at positions 3 and 7, respectively, of the cephem skeleton. It has a role as an antibacterial drug, an EC 2.4.1.129 (peptidoglycan glycosyltransferase) inhibitor and a drug allergen. It is a cephalosporin and an oxime O-ether. It is a conjugate acid of a ceftazidime(1-). CC(C)(C(=O)O)O/N=C(/C1=CSC(=N1)N)\\C(=O)N[C@H]2[C@@H]3N(C2=O)C(=C(CS3)C[N+]4=CC=CC=C4)C(=O)[O-]